C(C)(C)(C)OC(=O)NCCNC1=C2N=CN(C2=NC=N1)CC(=O)O 2-(6-((2-((tert-butoxycarbonyl)amino)ethyl)amino)-9H-purin-9-yl)acetic acid